decahydroisoquinoline-3-carboxylic acid C1NC(CC2CCCCC12)C(=O)O